N-(2-(4-(tert-butyl)-1H-imidazol-1-yl)-4-ethoxyquinolin-6-yl)oxetane-3-carboxamide C(C)(C)(C)C=1N=CN(C1)C1=NC2=CC=C(C=C2C(=C1)OCC)NC(=O)C1COC1